3,5-difluoro-4-formyl-N-methylbenzamide FC=1C=C(C(=O)NC)C=C(C1C=O)F